BrC=1N=C2N(C1)CC[C@]2(O)C (R)-2-bromo-7-methyl-6,7-dihydro-5H-pyrrolo[1,2-a]imidazol-7-ol